3-(1H-indol-3-yl)-4-(1-methyl-1H-indol-3-yl)-1-phenyl-1H-pyrrole-2,5-dione N1C=C(C2=CC=CC=C12)C=1C(N(C(C1C1=CN(C2=CC=CC=C12)C)=O)C1=CC=CC=C1)=O